C(C=CCCCCCCC)(=O)OC methanol decenoate